4-benzoyl-N,N-dimethyl-N-[2-(1-oxo-2-propenoxy)-ethyl]benzenemethanaminium bromide [Br-].C(C1=CC=CC=C1)(=O)C1=CC=C(C=C1)C[N+](CCOC(C=C)=O)(C)C